NC(C)N1C(CCC1=O)C(=O)N (1-aminoethyl)-5-oxopyrrolidine-2-carboxamide